7-[3-(4-carbamoyl-1H-pyrazol-1-yl)azetidin-1-yl]-5-methyl-4-oxo-1-(1,2,4-thiadiazol-5-yl)-1,4-dihydro-1,8-naphthyridine-3-carboxylic acid C(N)(=O)C=1C=NN(C1)C1CN(C1)C1=CC(=C2C(C(=CN(C2=N1)C1=NC=NS1)C(=O)O)=O)C